tri(dodecyl-dimethyl-2-hydroxypropyl)citric acid C(CCCCCCCCCCC)C(C(CC(C(C(C(=O)O)(CC(C(CCCCCCCCCCCC)(C)C)O)CC(C(CCCCCCCCCCCC)(C)C)O)(O)C(=O)O)C(=O)O)O)(C)C